C(C)(C)(C)OC(=O)N1CC(N(CC1)C1=C(C=C(C(=C1)C(=O)OC)[N+](=O)[O-])C=C)CC=C 3-allyl-4-(5-(methoxycarbonyl)-4-nitro-2-vinylphenyl)piperazine-1-carboxylic acid tert-butyl ester